ClC1=CC=C(C=C1)C=1C[C@H](CCC1CCl)C (S)-4'-chloro-6-(chloromethyl)-3-methyl-2,3,4,5-tetrahydro-1,1'-biphenyl